ClC1=CC(=C(OCCCO)C=C1)F 3-(4-chloro-2-fluoro-phenoxy)propan-1-ol